(S)-N-(7-amino-2-oxo-1-(2H-tetrazol-2-yl)hept-3-yl)-6-fluoronicotinamide NCCCC[C@@H](C(CN1N=CN=N1)=O)NC(C1=CN=C(C=C1)F)=O